4-(3-methoxy-4-{[2-(trifluoromethyl)phenoxy]methyl}phenyl)-2H,4H,5H,6H,7H-pyrazolo[3,4-b]pyridin-6-one COC=1C=C(C=CC1COC1=C(C=CC=C1)C(F)(F)F)C1C=2C(NC(C1)=O)=NNC2